C(CCC)N1CCNCC1 (butyl)piperazine